4,4-dichlorobenzilic acid ClC1(CC=C(C(C(=O)O)(O)C2=CC=CC=C2)C=C1)Cl